CC1=NN(C(=C1)C1=NSC=2C1=NC(=CC2C(C)(C)N)N2[C@@H](COCC2)C)C2OCCCC2 2-(3-(3-methyl-1-(tetrahydro-2H-pyran-2-yl)-1H-pyrazol-5-yl)-5-((R)-3-methylmorpholino)isothiazolo[4,5-b]pyridin-7-yl)propan-2-amine